C(CC(C)C)NC(=O)NCCCC1=CC=NC=C1 i-pentyl-3-[3-(4-pyridyl)propyl]urea